4-(2-ethylbutyl)-N-(3-(4-fluorophenoxy)-5-(4-methoxyphenoxy)phenyl)piperazine-1-carboxamide C(C)C(CN1CCN(CC1)C(=O)NC1=CC(=CC(=C1)OC1=CC=C(C=C1)OC)OC1=CC=C(C=C1)F)CC